(RS)-4-(3-aminopyrrolidin-1-yl)-2,3-dimethyl-1H-indole-7-carboxamide N[C@H]1CN(CC1)C1=C2C(=C(NC2=C(C=C1)C(=O)N)C)C |r|